BrCCCCCCCOC(CCCC(OCCC#CCCCC)OCCC#CCCCC)=O 5,5-bis(oct-3-yn-1-yloxy)pentanoic acid 7-bromoheptyl ester